C([C@@H](O)CC(=O)[O-])(=O)[O-] l-malate